2'-fluoro-4-methylsulfonylamino-1,1'-biphenyl FC1=C(C=CC=C1)C1=CC=C(C=C1)NS(=O)(=O)C